N1C=C(C2=CC=CC=C12)C(C1=C(C=CC=C1)O)C1=CNC2=CC=CC=C12 bis(indol-3-yl)-2-hydroxyphenylmethane